phosphin sulfide [PH3]=S